4-(4-iodo-1-methyl-1H-pyrazol-3-yl)-3-methoxy-N-(5-(5-methyl-1H-pyrazol-1-yl)-1,3,4-thiadiazol-2-yl)-2-oxo-2H-pyran-6-carboxamide IC=1C(=NN(C1)C)C1=C(C(OC(=C1)C(=O)NC=1SC(=NN1)N1N=CC=C1C)=O)OC